rel-(2S,3R,4R,5S)-3-(3-(difluoromethyl)-4-fluoro-2-methoxyphenyl)-N-(6-((S*)-2,2-dimethyl-1,3-dioxolan-4-yl)pyridin-3-yl)-4,5-dimethyl-5-(trifluoromethyl)tetrahydrofuran-2-carboxamide FC(C=1C(=C(C=CC1F)[C@@H]1[C@H](O[C@@]([C@@H]1C)(C(F)(F)F)C)C(=O)NC=1C=NC(=CC1)[C@@H]1OC(OC1)(C)C)OC)F |o1:9,10,12,13,29|